(3aR,5S,6aS)-5-Amino-N-(1-{4-[(4-aminopiperidin-1-yl)methyl]phenyl}-2-oxo-1,2-dihydropyrimidin-4-yl)-octahydrocyclopenta[c]pyrrole-2-carboxamide hydrochloride salt Cl.NC1C[C@@H]2[C@@H](CN(C2)C(=O)NC2=NC(N(C=C2)C2=CC=C(C=C2)CN2CCC(CC2)N)=O)C1